COC1=CC2=C(C(=C1)OC)[C@]1([C@]([C@@H](C3=C1NN=C3SC)C3=CC=CC=C3)(O2)C2=CC=C(C=C2)OC)O |r| rac-(4R,4aR,9bS)-7,9-dimethoxy-4a-(4-methoxyphenyl)-3-(methylthio)-4-phenyl-1,4,4a,9b-tetrahydrobenzofuro[2',3':4,5]cyclopenta[1,2-c]pyrazol-9b-ol